C(#N)C1=CC(=CC=2N=C(OC21)C=2C(=C(C=CC2)C2=C(C(=CC=C2)C=2OC1=C(N2)CN(C1)C([C@H]1N(CCC1)C)=O)C)C)CN1C[C@@H](CC1)C(=O)O (R)-1-((7-cyano-2-(2,2'-dimethyl-3'-(5-(methyl-L-prolyl)-5,6-dihydro-4H-pyrrolo[3,4-d]oxazol-2-yl)-[1,1'-biphenyl]-3-yl)benzo[d]oxazol-5-yl)methyl)pyrrolidine-3-carboxylic acid